tert-butyl 3-(2-bromo-6-fluorobenzoyl)azetidine-1-carboxylate BrC1=C(C(=O)C2CN(C2)C(=O)OC(C)(C)C)C(=CC=C1)F